1α,2β-Dihydroxy-3α-dimethylamino-17-(isoquinolin-6-yl)-androst-4,16-dien-11-one O[C@H]1[C@@H]([C@H](C=C2CC[C@H]3[C@@H]4CC=C([C@@]4(C)CC([C@@H]3[C@@]12C)=O)C=1C=C2C=CN=CC2=CC1)N(C)C)O